2-(8-(2-((S)-2-Methylazetidin-1-yl)-6-(trifluoromethyl)pyrimidin-4-yl)-8-azabicyclo[3.2.1]oct-3-yl)acetic acid C[C@@H]1N(CC1)C1=NC(=CC(=N1)N1C2CC(CC1CC2)CC(=O)O)C(F)(F)F